C12CN(CC(O1)C2)C2=NN(C1=C2C=NC(=C1)NC=O)C1OCCCC1 N-(3-(6-oxa-3-azabicyclo[3.1.1]hept-3-yl)-1-(tetrahydro-2H-pyran-2-yl)-1H-pyrazolo[4,3-C]pyridin-6-yl)carboxamide